methyl (rac)-4-(3-(cyclobutoxymethyl)-3-hydroxypent-1-yn-1-yl)benzoate C1(CCC1)OC[C@](C#CC1=CC=C(C(=O)OC)C=C1)(CC)O |r|